6-methyl-8-(1-tetrahydropyran-2-yltriazol-4-yl)imidazo[1,2-a]pyrazin-2-amine CC=1N=C(C=2N(C1)C=C(N2)N)C=2N=NN(C2)C2OCCCC2